NCCC=1C=CC2=C(N=C(S2)CNC(=O)C2(CC3=CC=CC=C3C2)CC(=O)O)C1 2-[2-[[5-(2-aminoethyl)-1,3-benzothiazol-2-yl]methylcarbamoyl]indan-2-yl]acetic acid